N-(2-Chloro-3-formylpyridin-4-yl)-2,2-dimethylpropanamide ClC1=NC=CC(=C1C=O)NC(C(C)(C)C)=O